OC1=C(C=CC(=C1)O)C(CCC(=O)N[C@@H](CC1=CC=CC=C1)C(=O)O)C N-[4-(2,4-dihydroxyphenyl)pentanoyl]Phenylalanine